C(C)C1=C(C=CC(=N1)N1C(N(C2(C1)CCN(CC2)CC(C)O)CC2=CC(=CC(=C2)OC)F)=O)C=2C=NNC2 3-(6-ethyl-5-(1H-pyrazol-4-yl)pyridin-2-yl)-1-(3-fluoro-5-methoxybenzyl)-8-(2-hydroxypropyl)-1,3,8-triazaspiro[4.5]decan-2-one